tert-Butyl prop-2-yn-1-ylcarbamate C(C#C)NC(OC(C)(C)C)=O